NC1=C(C=2C(=NC(=C(C2)[N+](=O)[O-])C)N1C1=C(C(=CC=C1C)OC)C)C#N 2-amino-1-(3-methoxy-2,6-dimethyl-phenyl)-6-methyl-5-nitro-pyrrolo[2,3-b]pyridine-3-carbonitrile